The molecule is a organosulfate oxoanion obtained by the deprotonation of the sulfo group of holothurin A4 acid. It is a conjugate base of a holothurin A4 acid. C[C@@H]1[C@H]([C@@H]([C@H]([C@@H](O1)O[C@@H]2[C@H]([C@@H](CO[C@H]2O[C@H]3CC[C@]4([C@H](C3(C)C)CC[C@@H]5C4=C[C@@H](C67[C@]5(CC[C@@]6([C@](OC7=O)(C)CCC(C(C)C)O)O)C)O)C)OS(=O)(=O)[O-])O)O)O)O[C@H]8[C@@H]([C@H]([C@@H]([C@H](O8)CO)O)O[C@H]9[C@@H]([C@H]([C@@H]([C@H](O9)CO)O)OC)O)O